(4-bromo-1,3-dioxo-isoindolin-2-yl)acetic acid ethyl ester C(C)OC(CN1C(C2=CC=CC(=C2C1=O)Br)=O)=O